C12(CC1)COC1=C2C(=CC=C1)OC1=CC=C(C=N1)N1NC=2C(=C1)NC(N2)=O (6-spiro[2H-benzofuran-3,1'-cyclopropan]-4-yloxy-3-pyridinyl)-2,4-dihydroimidazo[4,5-C]pyrazol-5-one